COC1=NC(=NN2C1=C(C=C2)C=2C=C1N=CC=NC1=CC2)NC2C[C@@H]1[C@@H](CN(C1)C(C)=O)C2 1-((3aR,5r,6aS)-5-((4-methoxy-5-(quinoxalin-6-yl)pyrrolo[2,1-f][1,2,4]triazin-2-yl)amino)hexahydrocyclopenta[c]pyrrol-2(1H)-yl)ethan-1-one